BrC1=C(C=C2C=C(N(C2=C1)C1CCC1)N1CCC(CC1)NC(OC(C)(C)C)=O)F tert-butyl (1-(6-bromo-1-cyclobutyl-5-fluoro-1H-indol-2-yl)piperidin-4-yl)carbamate